NC(=O)N (S)-aminoketone